(3,5-dichloro-4-((2-(2-fluorobenzyl)-1-oxo-1,2,3,4-tetrahydroisoquinolin-6-yl)oxy)phenyl)-1,2,4-triazine-3,5(2H,4H)-dione ClC=1C=C(C=C(C1OC=1C=C2CCN(C(C2=CC1)=O)CC1=C(C=CC=C1)F)Cl)N1N=CC(NC1=O)=O